O([C@@H]1[C@H](O)[C@@H](O)[C@H](O)[C@H](O1)CO)C1=CNC2=CC=C(C(=C12)Cl)Br 5-bromo-4-chloro-3-indolyl α-D-glucopyranoside